2-(4-methoxyphenyl)-N-(3-{methyl[3-(methylamino)propyl]amino}propyl)quinolin-4-amine COC1=CC=C(C=C1)C1=NC2=CC=CC=C2C(=C1)NCCCN(CCCNC)C